FCCC1CCN(CC1)C1=CC=2N(C=C1)C=C(N2)C2=CC=C(C=C2)OC 7-[4-(2-Fluoro-ethyl)-piperidin-1-yl]-2-(4-methoxy-phenyl)-imidazo[1,2-a]pyridine